C(C1=CC=CC=C1)N1N=CC(=C1)S(=O)(=O)NC1=NC(=C(C(=N1)OC1=C(C(=CC=C1)N1CCN(CC1)C)Cl)CC)C1=CC=CC=C1 1-Benzyl-N-[4-[2-chloro-3-(4-methylpiperazin-1-yl)phenoxy]-5-ethyl-6-phenyl-pyrimidin-2-yl]pyrazole-4-sulfonamide